1-[(3S)-3-methyl-6-(4,4,4-trifluorobutoxy)-3,4-dihydronaphthalen-2-yl]ethan-1-ol C[C@@H]1C(=CC2=CC=C(C=C2C1)OCCCC(F)(F)F)C(C)O